ClC1=C(C(=C(OCSC=2SC(=NN2)C)C(=C1F)F)F)F (((4-chloro-2,3,5,6-tetrafluorophenoxy)methyl)thio)-5-methyl-1,3,4-thiadiazole